N-((2R,3S)-1-acetyl-2-(((cis-4-(2,6-difluorophenyl)cyclohexyl)oxy)methyl)piperidin-3-yl)methanesulfonamide C(C)(=O)N1[C@H]([C@H](CCC1)NS(=O)(=O)C)CO[C@@H]1CC[C@@H](CC1)C1=C(C=CC=C1F)F